NC=1C(=C2N(C=CC(=N2)C)C1C1=C(C(=CC=C1C)O)C)C(=O)N 7-amino-6-(3-hydroxy-2,6-dimethyl-phenyl)-2-methyl-pyrrolo[1,2-a]pyrimidine-8-carboxamide